[N-](S(=O)(=O)C(F)(F)F)S(=O)(=O)C(F)(F)F.CN1C=NC=C1 1-methyl-imidazole bis(trifluoromethanesulfonyl)imide salt